N-[(2S)-1-Hydroxypropan-2-yl]-2-(4-methoxypyridin-3-yl)-6-[4-(trifluoromethoxy)phenyl]pyrimidin OC[C@H](C)N1C(N=CC=C1C1=CC=C(C=C1)OC(F)(F)F)C=1C=NC=CC1OC